[Fe+3].C(C)CC(=O)[O-].C(C)CC(=O)[O-].C(C)CC(=O)[O-].BrC1=CC(=C(C=N1)C(=O)C1=C(C=CC=C1)Cl)I (6-bromo-4-iodo-pyridin-3-yl)(2-chlorophenyl)methanone tris(ethylacetate) iron